5-((1-(4-(3-(Dimethylamino)azetidin-1-yl)phenyl)-1H-imidazol-4-yl)amino)pyrazine-2-carbonitrile CN(C1CN(C1)C1=CC=C(C=C1)N1C=NC(=C1)NC=1N=CC(=NC1)C#N)C